N-α-(9-fluorenylmethoxycarbonyl)-L-leucine CC(C)C[C@@H](C(=O)O)NC(=O)OCC1C2=CC=CC=C2C3=CC=CC=C13